5-(4-fluorobenzoyl)amino-3-(1-neopentylpiperidin-4-yl)-1H-indole fumarate C(\C=C\C(=O)O)(=O)O.FC1=CC=C(C(=O)NC=2C=C3C(=CNC3=CC2)C2CCN(CC2)CC(C)(C)C)C=C1